C(C)(=O)N[C@H](C=O)[C@@H](O)[C@@H](O)[C@H](O)C 2-acetamido-2,6-dideoxy-D-talose